NCCNC(=O)C1=NN2C(CN=C(C3=C2C=CC(=C3)Cl)C3=C(C=CC=C3)F)=C1 N-(2-aminoethyl)-8-chloro-6-(2-fluorophenyl)-4H-pyrazolo[1,5-a][1,4]benzodiazepine-2-carboxamide